FC1=C(C(=C2C=CNC2=C1F)SC)OC=1C=CC(=C(C1)C=1NC(=CN1)C1(CCOC2=C(C=CC=C12)C(=O)OC)C)F methyl 4-[2-[5-[(6,7-difluoro-4-methylsulfanyl-1H-indol-5-yl)oxy]-2-fluoro-phenyl]-1H-imidazol-5-yl]-4-methyl-chromane-8-carboxylate